tert-butyl (R)-(1-(2-chloro-4-(4,4,5,5-tetramethyl-1,3,2-dioxaborolan-2-yl)phenyl)ethyl)carbamate ClC1=C(C=CC(=C1)B1OC(C(O1)(C)C)(C)C)[C@@H](C)NC(OC(C)(C)C)=O